4-nitro-1-(tetrahydro-2H-pyran-2-yl)-1H-indazole-5-carboxylic acid [N+](=O)([O-])C1=C2C=NN(C2=CC=C1C(=O)O)C1OCCCC1